CC(CCCCC)OC=1C=C(C=2C3C(C(OC2C1)(C)C)CCC(=C3)C)O 3-Heptan-2-yloxy-6,6,9-trimethyl-6a,7,8,10a-tetrahydrobenzo[c]chromen-1-ol